N-(4-(4-(trifluoromethyl)phenyl)-4,5,6,7-tetrahydropyrazolo[1,5-a]pyrimidin-6-yl)methanesulfonamide FC(C1=CC=C(C=C1)N1C=2N(CC(C1)NS(=O)(=O)C)N=CC2)(F)F